BrC1=C(C=C2C=C(N=CC2=C1)C(NC1=CC(=CC=C1)F)=O)C(F)(F)P(OCC)(OCC)=O diethyl ((7-bromo-3-((3-fluorophenyl)carbamoyl)isoquinolin-6-yl)difluoromethyl)phosphonate